2,2',2''-(10-(2-methylbenzyl)-1,4,7,10-tetraazacyclododecane-1,4,7-triyl)triacetic acid CC1=C(CN2CCN(CCN(CCN(CC2)CC(=O)O)CC(=O)O)CC(=O)O)C=CC=C1